C(C)(C)(C)OC(=O)N1C2C(CC1)N(CC2)C=2C=C1C(=NC=NC1=CC2)Cl.BrCC(=O)C=2C=NC(=CC2)N(CC)CC 2-bromo-1-(6-(diethylamino)pyridin-3-yl)ethan-1-one tert-butyl-4-(4-chloroquinazolin-6-yl)hexahydropyrrolo[3,2-b]pyrrole-1(2H)-carboxylate